2-(4-methoxybenzyl)-6-(4-(trifluoromethyl)-2,3-dihydro-1H-inden-1-yl)-2,4-dihydro-5H-pyrazolo[4,3-d]pyrimidine-5,7(6H)-dione COC1=CC=C(CN2N=C3C(NC(N(C3=O)C3CCC4=C(C=CC=C34)C(F)(F)F)=O)=C2)C=C1